1-hydroxy-3-methoxy-1,2-dimethyl-1,9-dihydro-4H-carbazol-4-one OC1(C(=C(C(C=2C3=CC=CC=C3NC12)=O)OC)C)C